2-Chloro-3-(4-[(2S,4Z)-2-(hydroxymethyl)-4-(methoxyimino)pyrrolidine-1-carbonyl]phenyl)benzonitrile ClC1=C(C#N)C=CC=C1C1=CC=C(C=C1)C(=O)N1[C@@H](C/C(/C1)=N/OC)CO